(1R,4R,7R)-2-{2-[6-(1-benzofuran-5-yl)-1-(cyclopropylmethyl)-1H-pyrrolo[2,3-b]pyridin-2-yl]-7-methoxy-1-methyl-1H-1,3-benzodiazole-5-carbonyl}-2-azabicyclo[2.2.1]heptan-7-amine O1C=CC2=C1C=CC(=C2)C2=CC=C1C(=N2)N(C(=C1)C1=NC2=C(N1C)C(=CC(=C2)C(=O)N2[C@@H]1CC[C@H](C2)[C@H]1N)OC)CC1CC1